N1=CC(=CC=C1)[C@H]1N(CCC1)CCCCCC(=O)N1C=C(C=C1)C(=O)OCC=C (S)-Allyl 1-(6-(2-(pyridin-3-yl)pyrrolidin-1-yl)hexanoyl)-1H-pyrrole-3-carboxylate